tert-butyl N-[(3S,4R)-1-[2-chloro-5-[1-(difluoromethyl)pyrazol-4-yl]-4-pyridyl]-3-fluoro-4-piperidyl]carbamate ClC1=NC=C(C(=C1)N1C[C@@H]([C@@H](CC1)NC(OC(C)(C)C)=O)F)C=1C=NN(C1)C(F)F